2-((4-Bromonaphthalen-1-yl)methyl)-7-methyl-1H-benzo[d]imidazole BrC1=CC=C(C2=CC=CC=C12)CC1=NC2=C(N1)C(=CC=C2)C